O(C1=CC=CC=C1)[P@@](=O)(O[C@H](C(F)(F)F)[C@H]1O[C@H](C[C@@H]1O)N1C(NC(C(=C1)F)=O)=O)N[C@@H](C)C(=O)OCC1=CC=CC=C1 benzyl ((S)-phenoxy((S)-2,2,2-trifluoro-1-((2S,3S,5R)-5-(5-fluoro-2,4-dioxo-3,4-dihydropyrimidin-1(2H)-yl)-3-hydroxytetrahydrofuran-2-yl)ethoxy)phosphoryl)-L-alaninate